C(C)OC(=O)[C@H]1C[C@@H]([C@H](C1)F)N1C(C2=CC=CC=C2C1=O)=O (1S,3S,4S)-3-(1,3-dioxoisoindolin-2-yl)-4-fluorocyclopentane-1-carboxylic acid ethyl ester